C1(CCCCC1)S(=O)(=O)C1=CC=C(C=C1)C1CN(C1)C(CC[C@H]1NC(OC1)=O)=O (4R)-4-[3-[3-(4-Cyclohexylsulfonyl-phenyl)azetidin-1-yl]-3-oxo-propyl]oxazolidin-2-one